[Pd].[Pd].C(C1=CC=CC=C1)=CC(C)=O benzylidenacetone dipalladium